N-tert-butyl-4-[[1-(3-chlorophenyl)cyclopropanecarbonyl]amino]pyridine-2-carboxamide C(C)(C)(C)NC(=O)C1=NC=CC(=C1)NC(=O)C1(CC1)C1=CC(=CC=C1)Cl